CCCCCCCCCCCCCCCCCCCC(=O)OC[C@H](COP(=O)(O)OC[C@@H](C(=O)O)N)OC(=O)CCCCCCC/C=C\C/C=C\C/C=C\CC 1-eicosanoyl-2-(9Z,12Z,15Z-octadecatrienoyl)-glycero-3-phosphoserine